C1(=CC=C(C=C1)N1C2=CC=CC=C2C=2C=C3C(=CC12)NC=1C=CC=CC13)C1=CC=CC=C1 5-([1,1'-biphenyl]-4-yl)-5,7-dihydroindolo[2,3-b]carbazole